OC1=C(C=NC2=CC=CC=C12)S(=O)(=O)Cl 4-hydroxyquinoline-3-sulfonyl chloride